ClC=1C=NC(=C(C(=O)NC2CCC(CC2)CO)C1)C(F)(F)F 5-chloro-N-((1r,4r)-4-(hydroxymethyl)cyclohexyl)-2-(trifluoromethyl)nicotinamide